2-(4,6-dimethoxypyrimidine-2-yl-carbamoylsulfamoyl)-N,N-dimethyl-nicotinamide methyl-(R)-2-methyl-1-(1-(1-(2,2,2-trifluoroethyl)piperidin-4-yl)ethyl)-1H-indole-3-carboxylate COC(=O)C1=C(N(C2=CC=CC=C12)[C@H](C)C1CCN(CC1)CC(F)(F)F)C.COC1=NC(=NC(=C1)OC)N(S(=O)(=O)C1=C(C(=O)N(C)C)C=CC=N1)C(N)=O